ClC1=C(N=C(NC1=O)C1=CC(=NC=C1)F)N1CCNCC1 5-chloro-2-(2-fluoro-4-pyridinyl)-4-piperazin-1-yl-1H-pyrimidin-6-one